Cl.C(C)(C)N1N=NC=2C=CC=3C=NC(=NC3C21)NC=2C=C1C=CC(=NC1=CC2)OC 1-Isopropyl-N-(2-methoxyquinolin-6-yl)-1H-[1,2,3]triazolo[4,5-h]quinazolin-8-amine hydrochloride